tert-Butyl 2-methyl-2-morpholinopropanoate CC(C(=O)OC(C)(C)C)(C)N1CCOCC1